CC(=O)N[C@@H]1[C@H](C[C@@](O[C@H]1[C@@H]([C@@H](CO)O)O)(C(=O)O)O[C@H]2[C@H]([C@H](O[C@H]([C@@H]2O)O[C@@H]3[C@H](O[C@@H]([C@H]3O)C=O)CO[C@H]4[C@@H]([C@H]([C@@H]([C@H](O4)CO)O[C@H]5[C@@H]([C@H]([C@H]([C@H](O5)CO)O)O[C@H]6[C@@H]([C@H]([C@@H]([C@H](O6)CO[C@H]7[C@@H]([C@H]([C@@H]([C@H](O7)CO)O[C@H]8[C@@H]([C@H]([C@H]([C@H](O8)CO)O)O)O)O)O)O[C@H]9[C@@H]([C@H]([C@H]([C@H](O9)CO)O)O[C@@]1(C[C@@H]([C@H]([C@@H](O1)[C@@H]([C@@H](CO)O)O)NC(=O)C)O)C(=O)O)O)O)NC(=O)C)O)O)O)CO)O)O The molecule is a branched amino decasaccharide comprising a sequence of alpha-sialyl, beta-D-galactosyl, N-acetyl-beta-D-glucosaminyl, beta-D-galactosyl, beta-D-glucosyl and 2,5-anydro-D-mannose residues linked sequentially (2->3), (1->4), (1->3), (1->4) and (1->6), to the N-acetyl-glucosaminyl residue of which is linked also (1->6) an alpha-sialyl-(2->3)-beta-D-galactosyl disaccharide unit, while to the 2,5-anhydro-D-mannose residue at the reducing end is also linked (1->4) a further alpha-sialyl(2->3)-beta-D-galactosyl disaccharide unit. Obtained by depolymerisation of the group B Streptococcus (GBS) type III capsular polysaccharide during which process the 2,5-anhydro-D-mannose residue is formed from a the original reducing-end N-acetyl-glucosaminyl residue (PMID:28439022). It has a role as an epitope.